FC1=CC2=C(C(OC(N2C)=O)=O)C=C1 7-Fluoro-1-methyl-2H-3,1-benzoxazine-2,4(1H)-dione